2-[(2R)-2-amino-3-fluoropropyl]-3-bromo-5-chloro-N-[(thiophen-2-yl)methyl]thieno[3,2-b]pyridin-7-amine hydrochloride Cl.N[C@H](CC1=C(C2=NC(=CC(=C2S1)NCC=1SC=CC1)Cl)Br)CF